CN(C)C[C@@H]1CN(C[C@@H]1OC)C(=O)OC(C)(C)C tert-butyl (3R,4R)-3-((dimethylamino)methyl)-4-methoxypyrrolidine-1-carboxylate